(8S,9aR)-2-(2-hydroxyacetyl)-8-(2,3,4-trichloro-6-hydroxyphenyl)-hexahydro-1H-pyrido[1,2-a]pyrazin-4-one OCC(=O)N1C[C@@H]2N(C(C1)=O)CC[C@@H](C2)C2=C(C(=C(C=C2O)Cl)Cl)Cl